2-fluoro-4-isobutyl-6-[4-[1-(5-methylthiazol-2-yl)ethyl]piperazin-1-yl]benzonitrile FC1=C(C#N)C(=CC(=C1)CC(C)C)N1CCN(CC1)C(C)C=1SC(=CN1)C